FC(C1=CC=C(N=N1)CC1CC2(CNC2)C1)(F)F 6-[[6-(trifluoromethyl)pyridazin-3-yl]methyl]-2-azaspiro[3.3]heptane